FC=1C=C(C(=C2C=C(N(C12)S(=O)(=O)C1=CC=C(C)C=C1)S(=O)(=O)N1CCCC1)[C@@H]1C[C@@H](C1)OC)C 7-fluoro-4-(cis-3-methoxycyclobutyl)-5-methyl-2-(pyrrolidin-1-ylsulfonyl)-1-tosyl-1H-indole